3-fluoro-2-(pyrimidin-2-yl)benzoic acid FC=1C(=C(C(=O)O)C=CC1)C1=NC=CC=N1